(1-phenylethyl)azobis(phenylmethane) C1(=CC=CC=C1)C(C)C(N=NCC1=CC=CC=C1)C1=CC=CC=C1